N,N,N-trimethylcyclohexylammonium hydroxide [OH-].C[N+](C)(C)C1CCCCC1